bis{4-(4-aminophenoxy)phenyl}ether NC1=CC=C(OC2=CC=C(C=C2)OC2=CC=C(C=C2)OC2=CC=C(C=C2)N)C=C1